7-chloro-6-fluoro-1-(2-isopropyl-4-methylpyridin-3-yl)-4-(2-vinylpiperazine-1-yl)pyrido[2,3-d]pyrimidin-2(1H)-one ClC=1C(=CC2=C(N(C(N=C2N2C(CNCC2)C=C)=O)C=2C(=NC=CC2C)C(C)C)N1)F